FC(C(=O)O)(S(=O)(=O)O)F difluoro(sulfo)acetic acid